2-oxo-4-methyl-3-carboxypentanoate O=C(C(=O)[O-])C(C(C)C)C(=O)O